2-Methyl-5-((R)-1-((S)-1-methylazetidin-2-yl)ethoxy)-N-(1-(7-vinylquinolin-5-yl)cyclopropyl)benzamide CC1=C(C(=O)NC2(CC2)C2=C3C=CC=NC3=CC(=C2)C=C)C=C(C=C1)O[C@H](C)[C@H]1N(CC1)C